Ethyl-5,6-dimethyl-4-(piperidin-1-yl)thieno[2,3-d]pyrimidine C(C)C=1N=C(C2=C(N1)SC(=C2C)C)N2CCCCC2